FC(C(=O)C1=CC(=NC=C1)C(=O)NC=1C=NC(=C(C1)C=1C=NC2=CC(=NC=C2C1)NC)C)(C)F 4-(2,2-difluoropropanoyl)-N-(6-methyl-5-(7-(methylamino)-1,6-naphthyridin-3-yl)pyridin-3-yl)picolinamide